ClC1=CC=C2C(=C3N(C2=C1Cl)CC(CCC3)C(=O)O)C=3C=NNC3 3,4-Dichloro-11-(1H-pyrazol-4-yl)-7,8,9,10-tetrahydro-6H-azepino[1,2-a]indole-7-carboxylic acid